6-[(1-D-asparaginyl-azetidin-3-yl)oxy]-3-(2-boronoethyl)-2-hydroxybenzoic acid N[C@H](CC(N)=O)C(=O)N1CC(C1)OC1=CC=C(C(=C1C(=O)O)O)CCB(O)O